2,4-bis(trifluoromethyl)-6-(3-(2-hydroxyethyl)-2-oxoimidazolidin-1-yl)phenyl (4-fluorophenyl)(methyl)carbamate FC1=CC=C(C=C1)N(C(OC1=C(C=C(C=C1N1C(N(CC1)CCO)=O)C(F)(F)F)C(F)(F)F)=O)C